N[C@H]1CS(C2=C(N(C1=O)CC1=CC=C(C=C1)C1=NOC(=N1)C(F)(F)F)C=C(C(=C2)F)C=2C=NC=C(C2)N2CCOCC2)(=O)=O (3R)-3-amino-8-fluoro-1,1-diketo-7-(5-morpholino-3-pyridyl)-5-[4-[5-(trifluoromethyl)-1,2,4-oxadiazol-3-yl]benzyl]-2,3-dihydro-1λ6,5-benzothiazepin-4-one